The molecule is an Aspidosperma alkaloid with molecular formula C21H24N2O3 found in the roots of Madagascar periwinkle (Catharanthus roseus, formerly known as Vinca rosea). It has a role as a plant metabolite. It is a monoterpenoid indole alkaloid, an organic heterohexacyclic compound, a methyl ester, an epoxide and an Aspidosperma alkaloid. It is a conjugate base of a lochnericine(1+). CC[C@]12CC(=C3[C@@]4([C@H]1N(CC4)C[C@H]5[C@@H]2O5)C6=CC=CC=C6N3)C(=O)OC